Copper-lead-zinc [Zn].[Pb].[Cu]